tert-butyl (2S,5S)-2-((tert-butyldimethylsiloxy) methyl)-5-hydroxy-4-methyl-5,6-dihydropyridine-1(2H)-carboxylate O([Si](C)(C)C(C)(C)C)C[C@H]1N(C[C@H](C(=C1)C)O)C(=O)OC(C)(C)C